butyl 11,11-difluoro-2-oxo-7-({[(CIS)-4-phenylcyclohexyl]oxy}methyl)-3-oxa-1,8-diazaspiro[5.5]undecane-8-carboxylate FC1(CCN(C(C12CCOC(N2)=O)CO[C@@H]2CC[C@@H](CC2)C2=CC=CC=C2)C(=O)OCCCC)F